8-hydroxyquinolinealdehyde OC=1C=CC=C2C=CC(=NC12)C=O